NC(C(C(CCCCNC(OCC1=CC=CC=C1)=O)NC(=O)[C@H]1N(C[C@H](C1)N1N=NC=C1C(C)(C)O)C([C@@H](CC1CCCCC1)NC(C1=C(C=CC=C1)F)=O)=O)=O)=O Benzyl (7-amino-5-((2S,4S)-1-((R)-3-cyclohexyl-2-(2-fluorobenzamido)propanoyl)-4-(5-(2-hydroxypropan-2-yl)-1H-1,2,3-triazol-1-yl)pyrrolidin-2-carboxamido)-6,7-dioxoheptyl)carbamat